ClC=1C(=NC=C(C1)OC(C)C)CNC(=O)C1CCN(C2(CC2)C1)C(=O)C1=NNC(=C1)C1=CC(=NC=C1F)OC N-((3-chloro-5-isopropoxypyridin-2-yl)methyl)-4-(5-(5-fluoro-2-methoxypyridin-4-yl)-1H-pyrazole-3-carbonyl)-4-azaspiro[2.5]octane-7-carboxamide